3-(3-quinolyl)-alanine N1=CC(=CC2=CC=CC=C12)C[C@H](N)C(=O)O